C(C)NC(=S)NC(C(C1=NC=CC(=C1)C(F)(F)F)C=1C(=NC=CC1)C)=O N-(ethylaminothioformyl)-2-(2-methylpyridin-3-yl)-2-(4-(trifluoromethyl)pyridin-2-yl)acetamide